6-(8-azabicyclo[3.2.1]octan-3-yl)-2-(3,4-dimethoxyphenyl)-8-methylimidazo[1,2-a]pyridine hydrochloride Cl.C12CC(CC(CC1)N2)C=2C=C(C=1N(C2)C=C(N1)C1=CC(=C(C=C1)OC)OC)C